(3s,4r)-4-((tert-butyldimethylsilyl)oxy)-3-(cyclopentyloxy)-4-(3-methoxy-4-methylphenyl)butyronitrile [Si](C)(C)(C(C)(C)C)O[C@@H]([C@H](CC#N)OC1CCCC1)C1=CC(=C(C=C1)C)OC